5-ethyl-2-(4-{6-methoxypyrazolo[1,5-a]pyridin-3-yl}piperidin-1-yl)pyrimidine C(C)C=1C=NC(=NC1)N1CCC(CC1)C=1C=NN2C1C=CC(=C2)OC